C(C)(C)(C)OC(=O)N(C1=C(C=C(C(=O)O)C=C1)OCC1CC1)S(=O)(=O)CCN(C)C 4-(N-(tert-Butoxycarbonyl)-2-(dimethylamino)ethylsulfonylamino)-3-(cyclopropylmethoxy)benzoic acid